4-phenoxy-methyl-1,3-dioxolane-2-one O(C1=CC=CC=C1)C1(OC(OC1)=O)C